BrC1=C(C(=CC(=C1\C=C\N(C)C)[N+](=O)[O-])F)SC1=CC(=NC=C1)C#N (E)-4-((2-bromo-3-(2-(dimethylamino)vinyl)-6-fluoro-4-nitrophenyl)thio)picolinonitrile